methyl 6-(4,4-difluorocyclohex-1-en-1-yl)-2-(1-methyl-1H-imidazol-5-yl)pyrimidine-4-carboxylate FC1(CC=C(CC1)C1=CC(=NC(=N1)C1=CN=CN1C)C(=O)OC)F